Cl.N1C(=NCC1)C=1C=CC(=NC1)N1CCNCC1 1-[5-(4,5-dihydro-1H-imidazol-2-yl)-2-pyridinyl]piperazine hydrochloride